(6-(piperidin-3-yl)pyridin-2-yl)methanol N1CC(CCC1)C1=CC=CC(=N1)CO